5-((tert-Butoxycarbonyl)(methyl)amino)-2-oxocyclohexane-1-carboxylic acid methyl ester COC(=O)C1C(CCC(C1)N(C)C(=O)OC(C)(C)C)=O